tetradecamethylene diisocyanate C(CCCCCCCCCCCCCN=C=O)N=C=O